1,2-bis(1-(ethoxymethyl)-3,5-dinitropyrazolyl)ethane C(C)OCN1N=C(C(=C1[N+](=O)[O-])CCC=1C(=NN(C1[N+](=O)[O-])COCC)[N+](=O)[O-])[N+](=O)[O-]